(2R,4S)-5,5-dihydroxy-9-(1-{[(2R)-morpholin-2-yl]acetyl}azetidin-3-yl)oxy-5-boranuidatricyclo[5.4.0.02,4]undeca-1(11),7,9-triene-8-carboxylic acid O[B-]1([C@H]2C[C@H]2C2=CC=C(C(=C2C1)C(=O)O)OC1CN(C1)C(C[C@@H]1CNCCO1)=O)O